CC(C(C=O)C1OC2(CNC1)CCN(CC2)C(=O)NC)C 3-methyl-1-oxobutan-2-yl-N-methyl-1-oxa-4,9-diazaspiro[5.5]Undecane-9-carboxamide